CC1(OC=2C(=C(C=C(C2C=C1)O)CCCCC)C)CCC=C(C)C 2,8-dimethyl-2-(4-methylpent-3-en-1-yl)-7-pentyl-2H-chromen-5-ol